2-chloro-6-(5-(methyl-d3)-1-(tetrahydro-2H-pyran-2-yl)-1H-indazol-4-yl)pyrimidine-4-carboxamide ClC1=NC(=CC(=N1)C(=O)N)C1=C2C=NN(C2=CC=C1C([2H])([2H])[2H])C1OCCCC1